O1CCN(CC1)C=1C2=C(N=CN1)SC(=N2)C2=CC=C(C=N2)N 6-(7-morpholinothiazolo[5,4-d]pyrimidin-2-yl)pyridin-3-amine